methyl (2R,3S,5S)-3-(cyclopropanesulfonamido)-5-(difluoromethyl)-2-(((6-(5-fluoropyrimidin-2-yl)bicyclo[4.1.0]heptan-3-yl)oxy) methyl)pyrrolidine-1-carboxylate C1(CC1)S(=O)(=O)N[C@@H]1[C@@H](N([C@@H](C1)C(F)F)C(=O)OC)COC1CC2CC2(CC1)C1=NC=C(C=N1)F